(2,2,2-trifluoroethyl) 2,2-difluoroethyl Phosphate P(=O)(OCC(F)(F)F)(OCC(F)F)[O-]